Cl.Cl.COCCCOC1=NN(C=C1N)C1CCC(CC1)N1CCOCC1 3-(3-methoxypropoxy)-1-[(1r,4r)-4-(morpholin-4-yl)cyclohexyl]-1H-pyrazol-4-amine dihydrochloride